FC=1C=C(C#N)C=CC1COC1=NC(=CC=C1)N1CCN(CC1)C(=O)C=1C=NC(=CC1)C1=NN=NN1 3-fluoro-4-{[(6-{4-[6-(1H-1,2,3,4-tetrazol-5-yl)pyridine-3-carbonyl]piperazin-1-yl}pyridin-2-yl)oxy]methyl}benzonitrile